1-phenyl-3-(1,2,4-triazol-4-yl)urea C1(=CC=CC=C1)NC(=O)NN1C=NN=C1